C(C)(C)(C)C=1C=C(C=CC(=O)OCCCCCCOC(C=CC2=CC(=C(C(=C2)C(C)(C)C)O)C(C)(C)C)=O)C=C(C1O)C(C)(C)C hexamethylene bis(3,5-di-tert-butyl-4-hydroxycinnamate)